FC1=C2C(C=C(OC2=CC=C1)C1=NC(=NC=C1)NC1=NC=C(C=C1)C(=O)N1CCN(CC1)C(C)C)=O 5-fluoro-2-(((5-(4-isopropylpiperazine-1-carbonyl)pyridin-2-yl)amino)pyrimidin-4-yl)chromen-4-one